COC(C1=CC(=C(C(=C1)[N+](=O)[O-])Cl)OC[C@@H](CC=C)N)=O (R)-3-((2-aminopent-4-en-1-yl)oxy)-4-chloro-5-nitrobenzoic acid methyl ester